C(C)(C)(C)OC(=O)[C@@H]1[C@@]2(C([C@@H]2CN1)(C)C)C(=O)OCC1=CC=CC=C1 Cbz-(1R,2S,5S)-6,6-dimethyl-3-azabicyclo[3.1.0]Hexane-2-carboxylic acid tert-butyl ester